C(#N)C1=CC=C(CC[C@@]2(CN(CC2)C(C)(C)C2=NC=CC=C2)C(=O)NC2(CC2)O)C=C1 (R)-3-(4-cyanophenethyl)-N-(1-hydroxy-cyclopropyl)-1-(2-(pyridin-2-yl)propan-2-yl)pyrrolidine-3-carboxamide